glyceryl-terpinyl C(C(O)CO)C1(C2(C(C(CC1)C2)(C)C)C21C(CCC(C2(C)C)C1)(C)C12C(CCC(C1(C)C)C2)C)C